4-hydroxy-3-[(1R,6R)-3-methyl-6-(prop-1-en-2-yl)cyclohex-2-en-1-yl]-2-{[(3R,4R,5S,6S)-4,5,6-trihydroxy-3-(hydroxymethyl)oxan-2-yl]oxy}benzoic acid OC1=C(C(=C(C(=O)O)C=C1)OC1O[C@@H]([C@H]([C@@H]([C@H]1CO)O)O)O)[C@@H]1C=C(CC[C@H]1C(=C)C)C